C(C)(C)C1=CC(=C(C=C1O)C)Cl 6-isopropyl-3-methyl-p-chlorophenol